3-[4-[(3-bromo-5-methoxy-1,2,4-triazol-1-yl)methyl]phenyl]-5-(trifluoromethyl)-1,2,4-oxadiazole BrC1=NN(C(=N1)OC)CC1=CC=C(C=C1)C1=NOC(=N1)C(F)(F)F